Cl.O(C1=CC=CC=C1)CC1CNCCC1 3-(phenoxymethyl)piperidine hydrochloride